hexadecaneOne CC(CCCCCCCCCCCCCC)=O